FC=1C(=NC=C(C1)N1N=C(N=C1)NS(=O)(=O)C)COC1=CC=C(C=C1)OS(=O)(=O)F.CC1N(C=CC(=C1)C=C)CCCS(=O)(=O)O 2-methyl-4-vinyl-1-(3-sulfopropyl)pyridine 4-((3-fluoro-5-(3-(methylsulfonamido)-1H-1,2,4-triazol-1-yl)pyridin-2-yl)methoxy)phenyl-sulfurofluoridate